N-[5-(2-chloro-5-cyanophenyl)-1H-indazol-3-yl]-3-(ethylamino)cyclobutanecarboxamide hydrochloride Cl.ClC1=C(C=C(C=C1)C#N)C=1C=C2C(=NNC2=CC1)NC(=O)C1CC(C1)NCC